(3-((benzyloxy)methyl)-4-ethyl-5-oxo-4,5-dihydro-1H-1,2,4-triazol-1-yl)-7-fluoro-2-(o-tolyl)-4-(3,3,3-trifluoroprop-1-en-2-yl)isoquinolin-1(2H)-one C(C1=CC=CC=C1)OCC1=NN(C(N1CC)=O)C=1N(C(C2=CC(=CC=C2C1C(=C)C(F)(F)F)F)=O)C1=C(C=CC=C1)C